COC=1C(=CC(=C(C1)N1CCC(CC1)C1CCN(CC1)C(=O)OC(C)(C)C)C=1C=NN(C1)C)[N+](=O)[O-] tert-butyl 1'-(5-methoxy-2-(1-methyl-1H-pyrazol-4-yl)-4-nitrophenyl)-[4,4'-bipiperidine]-1-carboxylate